(2S,3S)-2-amino-3-(((S)-2-aminopropionylamino)methyl)-6-boronohexanoic acid N[C@H](C(=O)O)[C@@H](CCCB(O)O)CNC([C@H](C)N)=O